4-(tert-butoxycarbonyl)-1-(2-(methylsulfanyl)propionyl)piperazine-2-carboxylic acid C(C)(C)(C)OC(=O)N1CC(N(CC1)C(C(C)SC)=O)C(=O)O